1-(benzenesulfonyl)-N-[5-[(5-chloropyridin-2-yl)methoxy]-1,3,4-thiadiazol-2-yl]-5-(2-methoxyphenyl)pyrrolo[3,2-b]pyridine-6-carboxamide C1(=CC=CC=C1)S(=O)(=O)N1C=CC2=NC(=C(C=C21)C(=O)NC=2SC(=NN2)OCC2=NC=C(C=C2)Cl)C2=C(C=CC=C2)OC